FC1=CC=CC=2N1N=C(C2)[C@H]2N(CCC1=C2N=CN1)C(=O)C=1OC(=NN1)C1=CC=NN1C (S)-(4-(7-fluoropyrazolo[1,5-a]pyridin-2-yl)-6,7-dihydro-1H-imidazo[4,5-c]pyridin-5(4H)-yl)(5-(1-methyl-1H-pyrazol-5-yl)-1,3,4-oxadiazol-2-yl)methanone